COC1=CC=C(C=C1)CN(C1=CC(=C(C(=N1)C1=C(C=C2C(=NC(=NC2=C1F)F)N1C[C@@H](N(CC1)C(=O)OC(C)(C)C)CC#N)Cl)I)C)CC1=CC=C(C=C1)OC tert-butyl (2S)-4-[7-[6-[bis[(4-methoxyphenyl)methyl]amino]-3-iodo-4-methyl-2-pyridyl]-6-chloro-2,8-difluoro-quinazolin-4-yl]-2-(cyanomethyl)piperazine-1-carboxylate